1-(6-(3-methyl-7-(2-propanyl)-4-(1,5,6-trimethyl-1H-indazol-7-yl)-5,6,7,8-tetrahydro-1,7-naphthyridin-2-yl)-2,6-diazaspiro[3.4]octan-2-yl)-2-propen-1-one CC=1C(=NC=2CN(CCC2C1C=1C(=C(C=C2C=NN(C12)C)C)C)C(C)C)N1CC2(CN(C2)C(C=C)=O)CC1